S1C=NC(=C1)C1(CC1)C(N)=N 1-(thiazol-4-yl)cyclopropane-1-carboximidamide